C(C)(C)C1=C(OC=2C=CC(=C(C2)CO)C2CN(CC2)CC2=NC=C(C=C2)C)C=CC=C1 (5-(2-isopropylphenoxy)-2-(1-((5-methylpyridin-2-yl)methyl)pyrrolidin-3-yl)phenyl)methanol